3-{[(1-methyl-4-oxo-1,4-dihydroquinolin-3-yl)methyl][(2-methylpyridin-4-yl)methyl]amino}piperidine-1-carboxylate CN1C=C(C(C2=CC=CC=C12)=O)CN(C1CN(CCC1)C(=O)[O-])CC1=CC(=NC=C1)C